Tert-butyl-3-oxa-7,9-diazabicyclo[3.3.1]nonane C(C)(C)(C)C12COCC(CNC1)N2